OCCCC=1NC=C(N1)C1=CC=C(C=C1)NC(C(C1=CC=CC=C1)N1C(C2=CC=CC=C2C1)=O)=O N-(4-(2-(3-hydroxypropyl)-1H-imidazol-4-yl)phenyl)-2-(1-oxoisoindolin-2-yl)-2-phenylacetamide